ClC1=CC(=C(S1)C(=O)NC=1C=C(C(=O)OCC)C=CC1)S(N(C1=CC=C(C=C1)N1CCOCC1)C)(=O)=O Ethyl 3-(5-chloro-3-(N-methyl-N-(4-morpholinophenyl)sulfamoyl)thiophene-2-carboxamido)benzoate